C[C@H]1CN(CCN1C=1C2=C(N=C(N1)OC[C@H]1N(CCC1)C)CN(C2)C2=CC=CC1=CC=CC(=C21)C)C(C=C)=O 1-((S)-3-methyl-4-(6-(8-methylnaphthalen-1-yl)-2-(((S)-1-methylpyrrolidin-2-yl)methoxy)-6,7-dihydro-5H-pyrrolo[3,4-d]pyrimidin-4-yl)piperazin-1-yl)prop-2-en-1-one